3-(4-cyanophenyl)-1-(7-methoxy-1,2,3,4-tetrahydroquinoxalin-1-yl)prop-2-en-1-one C(#N)C1=CC=C(C=C1)C=CC(=O)N1CCNC2=CC=C(C=C12)OC